3-(methacryloxy)propyl-trimethyl-silane C(C(=C)C)(=O)OCCC[Si](C)(C)C